C1(=CC=CC=C1)C(C(C)O)O 1-phenylpropane-1,2-diol